COC1=NN=NN=C1 1-methoxy-2,3,4,5-tetrazine